6-methylbenzo[1,2-b:4,5-b']dithiophene CC1=CC2=C(S1)C=C1C(SC=C1)=C2